[4,4-diethyl-1-[(1R)-1-[3-[(6-fluoro-2-hydroxy-indan-1-yl)carbamoyl]phenyl]-3-methoxy-propyl]-6-oxo-hexahydropyrimidin-2-ylidene]ammonium C(C)C1(NC(N(C(C1)=O)[C@H](CCOC)C1=CC(=CC=C1)C(NC1C(CC2=CC=C(C=C12)F)O)=O)=[NH2+])CC